O1-[[2,2-dimethyl-5-[[7-(1-methyldecoxy)-7-oxo-heptanoyl]oxymethyl]-1,3-dioxan-5-yl]methyl] O7-(1-methyldecyl) heptanedioate C(CCCCCC(=O)OC(CCCCCCCCC)C)(=O)OCC1(COC(OC1)(C)C)COC(CCCCCC(=O)OC(CCCCCCCCC)C)=O